FC=1C(=NC(=NC1)NC1=CC=C(C=N1)CN1C[C@@](OCC1)(C)CC(=O)N1CCCC1)C=1C=C(C2=C(N(C(=N2)C)C(C)C)C1)F (R)-2-(4-((6-((5-fluoro-4-(4-fluoro-1-isopropyl-2-methyl-1H-benzo[d]imidazol-6-yl)pyrimidin-2-yl)amino)pyridin-3-yl)methyl)-2-methylmorpholin-2-yl)-1-(pyrrolidin-1-yl)ethan-1-one